C1(=CC=CC=C1)C1NS(C2=C(N1)C1=C(C=C2)N=CO1)(=O)=O 2-phenyl-2,3-dihydro-1h-oxazolo[4',5':5,6]benzo[1,2-e][1,2,4]thiadiazine-4,4-dioxide